C(C)(C)OC(=O)NS(OC[C@H]1O[C@H]([C@H]([C@@H]1O)F)N1C2=NC=NC(=C2N=C1)NC1=CC(=CC=C1)C#C)(=O)=O ((2R,3R,4S,5R)-5-(6-((3-ethynylphenyl)amino)-9H-purin-9-yl)-4-fluoro-3-hydroxytetrahydrofuran-2-yl)methyl (isopropoxycarbonyl)sulfamate